2-(3-(1-(2-(benzyloxy)ethyl)-5-(tert-butoxycarbonyl)-1H-pyrazol-3-yl)phenyl)oxazole-5-carboxylic acid C(C1=CC=CC=C1)OCCN1N=C(C=C1C(=O)OC(C)(C)C)C=1C=C(C=CC1)C=1OC(=CN1)C(=O)O